[C@H]12[C@@H]3CNC[C@@H]3[C@H](CC1)C21CC1 (1'R,2'S,3'S,6'R,7'S)-4'-azaspiro[cyclopropane-1,10'-tricyclo[5.2.1.0^{2,6}]decan]